C1(=CC(=CC=C1)C1=NC(=NC(=N1)C=1C=C(C=CC1)C1=CC=CC=C1)Cl)C1=CC=CC=C1 2,4-bis([1,1'-biphenyl]-3-yl)-6-chloro-1,3,5-triazine